tert-butyl 4-(4-(6-amino-2-fluoro-5-(1-oxo-1,2,3,4-tetrahydroisoquinolin-6-yl)pyridin-3-yl)phenyl)piperidine-1-carboxylate NC1=C(C=C(C(=N1)F)C1=CC=C(C=C1)C1CCN(CC1)C(=O)OC(C)(C)C)C=1C=C2CCNC(C2=CC1)=O